(3-phenylpyrazin-2-yl)((1S,4R,6R)-6-((5-(trifluoromethyl)pyridin-2-yl)oxy)-2-azabicyclo[2.2.1]heptan-2-yl)methanone C1(=CC=CC=C1)C=1C(=NC=CN1)C(=O)N1[C@@H]2[C@@H](C[C@H](C1)C2)OC2=NC=C(C=C2)C(F)(F)F